(S)-3-(5-(aminomethyl)-1-oxoisoindolin-2-yl)-3-methylpiperidine-2,6-dione NCC=1C=C2CN(C(C2=CC1)=O)[C@@]1(C(NC(CC1)=O)=O)C